(4-(6-(6-(difluoromethyl)imidazo[1,2-b]pyridazin-3-yl)pyrimidin-4-yl)-5-ethylmorpholin-2-yl)methanol FC(C=1C=CC=2N(N1)C(=CN2)C2=CC(=NC=N2)N2CC(OCC2CC)CO)F